(S)-4-methoxy-2-((7-(6-((2-methoxy-4-(trifluoromethyl)benzyl)oxy)pyridin-2-yl)benzo[d][1,3]dioxolan-4-yl)methyl)-1-(oxetane-2-ylmethyl)-1H-benzo[d]imidazole-6-carboxylic acid COC1=CC(=CC=2N(C(=NC21)CC2=CC=C(C=1OCOC12)C1=NC(=CC=C1)OCC1=C(C=C(C=C1)C(F)(F)F)OC)C[C@H]1OCC1)C(=O)O